CCCCCCCCCCCCCCCCCCCCCC(=O)O[C@H](COCCCCCCCCCCCCCCCC)COP(=O)([O-])OCC[N+](C)(C)C The molecule is a phosphatidylcholine O-38:0 in which the alkyl and acyl groups specified at positions 1 and 2 are hexadecyl and docosanoyl respectively. It is a phosphatidylcholine O-38:0 and a 2-acyl-1-alkyl-sn-glycero-3-phosphocholine. It derives from a docosanoic acid.